C(C)(C)(C)OC(NC[C@@H](C1=CC=CC=C1)NC(=O)C=1C=CC=C2C(=NNC12)Br)=O N-[(2R)-2-[(3-bromo-1H-indazole-7-carbonyl)amino]-2-phenyl-ethyl]carbamic acid tert-butyl ester